(E)-5-(3-(cyclopropylmethoxy)-4-(difluoromethoxy)styryl)-1-methyl-1H-pyrazol-3-amine C1(CC1)COC=1C=C(/C=C/C2=CC(=NN2C)N)C=CC1OC(F)F